2-methanesulfonylethanol CS(=O)(=O)CCO